NC1=NC(=C2N=CN(C2=N1)CCNC(CC1(C=CNN1)C=1OC=CC1)=O)O N-(2-(2-amino-6-hydroxy-9H-purin-9-yl)ethyl)-5-(furan-2-yl)-1H-pyrazole-5-acetamide